ClC(C#N)=CC 2-chlorobut-2-enenitrile